(R)-1-(4-(2-(4-((S)-2-acetoxy-3-chloropropoxy)-3,5-dichlorophenyl)propan-2-yl)phenoxy)-3-hydroxypropan-2-yl acetate C(C)(=O)O[C@@H](COC1=CC=C(C=C1)C(C)(C)C1=CC(=C(C(=C1)Cl)OC[C@@H](CCl)OC(C)=O)Cl)CO